C1N(CC=2C=NC=CC21)CCOC2=CC=1N(C=C2)C=CN1 7-[2-(1,3-Dihydro-pyrrolo[3,4-c]pyridin-2-yl)-ethoxy]-imidazo[1,2-a]pyridin